COC=1C=C(CN(C2=CC(=CC=C2)COCCN2CCOCC2)CC2=CC(=CC=C2)N2CCN(CC2)C)C=CC1 N-(3-methoxybenzyl)-N-(3-(4-methylpiperazin-1-yl)benzyl)-3-((2-morpholinoethoxy)methyl)aniline